C(C=C)O[C@@H]1[C@@H]([C@@H](O[C@@H]([C@H]1O)COC(C1=CC=CC=C1)(C1=CC=CC=C1)C1=CC=CC=C1)CCCC(=O)O)O (3-O-allyl-6-O-trityl-β-D-mannosyl)-4-butanoic acid